N-butyl-terpyridine C(CCC)N1C(=CC=CC1)C1=NC=CC=C1C1=NC=CC=C1